C1(CCC1)C1=NC(=NC=C1)OCC1=C(N=NN1C)C1=CC=C(C(=N1)C)CN1CC(CC(C1)(F)F)C(=O)OC Methyl 1-((6-(5-(((4-cyclobutylpyrimidin-2-yl)oxy)methyl)-1-methyl-1H-1,2,3-triazol-4-yl)-2-methylpyridin-3-yl)methyl)-5,5-difluoropiperidine-3-carboxylate